[K].N1N=C(C=C1)C=N Pyrazolemethanimine potassium